CN(C1CCN(CC1)CC1=CC=C(C=N1)NC(=N)N)C 1-(6-((4-(dimethylamino)piperidin-1-yl)methyl)pyridin-3-yl)guanidine